C(#N)C1=C(N=C(C=2CCN(CC12)C1=CC=CC2=CC=CC=C12)N1CCN(CC1)C(=O)OC(C)(C)C)OCCN1CCOCC1 tert-butyl 4-(4-cyano-3-(2-morpholinoethoxy)-6-(naphthalen-1-yl)-5,6,7,8-tetrahydro-2,6-naphthyridin-1-yl)piperazine-1-carboxylate